N,N-di-Methylformamide CN(C=O)C